N-(4-((4-cyanobenzyl)oxy)-3-(1H-tetrazol-1-yl)phenyl)-1H-benzo[d]imidazole-4-carboxamide C(#N)C1=CC=C(COC2=C(C=C(C=C2)NC(=O)C2=CC=CC=3NC=NC32)N3N=NN=C3)C=C1